2-(((2-(4-(2-hydroxyethyl)piperazin-1-yl)ethyl)amino)methylene)-1H-indene-1,3(2H)-dione OCCN1CCN(CC1)CCNC=C1C(C2=CC=CC=C2C1=O)=O